Methyl 4-chloro-6-methylpyrimidine-5-carboxylate ClC1=NC=NC(=C1C(=O)OC)C